C(C=C)(=O)OCC[Si](OC(C)C)(OC(C)C)OC(C)C acryloxyethyltriisopropoxysilane